FC1=NC=CC(=C1)CCCNC1CCN(CC1)C=1C2=C(N=CN1)C(=CS2)C N-(3-(2-Fluoropyridin-4-yl)propyl)-1-(7-methylthieno[3,2-d]pyrimidin-4-yl)piperidin-4-amine